OC=1CC(=O)OC(C1O)CC 3,4-dihydroxyl-3-heptene-5-lactone